ClC=1N=C(N2C1C(=CC(=C2)S(NC2(CC2)C)(=O)=O)C=2CCN(CC2)C(=O)OC(C)(C)C)C=2SC(=NN2)C(F)F tert-butyl 4-(1-chloro-3-(5-(difluoromethyl)-1,3,4-thiadiazol-2-yl)-6-(N-(1-methylcyclopropyl)sulfamoyl)imidazo[1,5-a]pyridin-8-yl)-3,6-dihydropyridine-1(2H)-carboxylate